1-acetyl-L-tryptophan C(C)(=O)N1C=C(C[C@H](N)C(=O)O)C2=CC=CC=C12